S(=O)(=O)(O)O.N[C@H](C(=O)OC)CC methyl (S)-2-aminobutyrate sulfate